COC1=CC=C(C=C1)CN1\C(\CCC1)=N\C=1SC(=CC1C(=O)O)C.NC1=C(C(=CC=C1)Cl)C(=O)C1=C(C=CC=C1F)F (2-amino-6-chloro-phenyl)-(2,6-difluorophenyl)methanone 2-{[(2E)-1-[(4-methoxyphenyl)methyl]pyrrolidin-2-ylidene]amino}-5-methylthiophene-3-carboxylate